2-((1S,2S)-1-(2-cyanophenyl)-1-(1,5-dimethyl-1H-pyrazol-4-yl)propan-2-yl)-5-hydroxy-N-(isoxazol-4-yl)-1-methyl-6-oxo-1,6-dihydropyrimidine-4-carboxamide C(#N)C1=C(C=CC=C1)[C@H]([C@H](C)C=1N(C(C(=C(N1)C(=O)NC=1C=NOC1)O)=O)C)C=1C=NN(C1C)C